C(=O)=O The molecule is a one-carbon compound with formula CO2 in which the carbon is attached to each oxygen atom by a double bond. A colourless, odourless gas under normal conditions, it is produced during respiration by all animals, fungi and microorganisms that depend directly or indirectly on living or decaying plants for food. It has a role as a solvent, a vasodilator agent, an anaesthetic, an antagonist, a member of greenhouse gas, a human metabolite, a member of food packaging gas, a food propellant, a refrigerant, a Saccharomyces cerevisiae metabolite, an Escherichia coli metabolite and a mouse metabolite. It is a one-carbon compound, a gas molecular entity and a carbon oxide.